FC=1C=C(SC1)C(C(=O)C=1SC=C(C1)F)=O 1,2-bis(4-fluorothiophen-2-yl)ethane-1,2-dione